C(#N)[C@H](C[C@H]1C(NCC1)=O)NC([C@H](CC(C)(C)C)NC(=O)C1=CC2=C(N1)C(=C(O2)C)C)=O N-[(2S)-1-({(1S)-1-cyano-2-[(3S)-2-oxopyrrolidin-3-yl]ethyl}amino)-4,4-dimethyl-1-oxopentan-2-yl]-2,3-dimethyl-4H-furo[3,2-b]pyrrole-5-carboxamide